CC([C@@H](C(=O)N1[C@@H](C[C@H](C1)O)C(=O)NC)N1N=NC(=C1)C1=NC2=C(N1C)C=CC=C2)(C)C (2S,4r)-1-[(2S)-3,3-dimethyl-2-[4-(1-methylbenzimidazol-2-yl)triazol-1-yl]butyryl]-4-hydroxy-N-methyl-pyrrolidine-2-carboxamide